(S)-1-acetyl-4-methylcyclohex-3-en-1-yl acetate C(C)(=O)O[C@@]1(CC=C(CC1)C)C(C)=O